CN(C)C[C@]1(C[C@H](NC1)C(=O)OCC1=CC=CC=C1)F benzyl (2S,4R)-4-[(dimethylamino)methyl]-4-fluoropyrrolidine-2-carboxylate